dimethyl-2H-indazol CC=1N(N=C2C=CC=CC12)C